2-(2-ethoxypyridin-3-yl)-1'-[6-methoxy-2-(trifluoromethyl)pyridin-3-yl]spiro[7,8-dihydro-6H-1,7-naphthyridine-5,4'-piperidine] C(C)OC1=NC=CC=C1C1=NC=2CNCC3(CCN(CC3)C=3C(=NC(=CC3)OC)C(F)(F)F)C2C=C1